2-bromo-3-fluoro-6-methyl-aniline BrC1=C(N)C(=CC=C1F)C